FC(C1=NN=C(S1)C1=NC=C2N1C=C(C=C2N2C[C@@H](OC[C@@H]2C)C(=O)NC)S(NC2(CC2)C)(=O)=O)F (2R,5S)-4-(3-(5-(difluoromethyl)-1,3,4-thiadiazol-2-yl)-6-(N-(1-methylcyclopropyl)sulfamoyl)imidazo[1,5-a]pyridin-8-yl)-N,5-dimethylmorpholine-2-carboxamide